4-benzoylamino-2-ethyl-5-methyl-pyrazole-3-carboxylic acid methyl ester COC(=O)C=1N(N=C(C1NC(C1=CC=CC=C1)=O)C)CC